Benzyl (2S,3R)-2-({[tert-butyl(dimethyl)silyl]oxy}methyl)-3-hydroxyazetidine-1-carboxylate [Si](C)(C)(C(C)(C)C)OC[C@@H]1N(C[C@H]1O)C(=O)OCC1=CC=CC=C1